N[C@H](C)C1CCC(CC1)C(=O)NC1=CC=NC=C1 4-((R)-1-Aminoethyl)-N-(pyridine-4-yl)cyclohexanecarboxamide